octadecenyl-amine hydrofluoride F.C(=CCCCCCCCCCCCCCCCC)N